(3R)-3-(2-isopropoxyphenyl)-1-[(3S)-oxan-3-yl]piperazine C(C)(C)OC1=C(C=CC=C1)[C@@H]1CN(CCN1)[C@@H]1COCCC1